O1CCCC12CCN(CC2)C=2N=NC(=C1C2N=CC=C1)C1=C(C=C(C=C1)C(F)(F)F)O 2-(8-(1-oxa-8-azaspiro[4.5]decan-8-yl)pyrido[2,3-d]pyridazin-5-yl)-5-(trifluoromethyl)phenol